2-(3-(ethylthio)propyl)-6-((2-methyl-6-(trifluoromethyl)pyridin-3-yl)sulfonyl)-2,6-diazaspiro[3.3]heptane C(C)SCCCN1CC2(C1)CN(C2)S(=O)(=O)C=2C(=NC(=CC2)C(F)(F)F)C